CC1(OCC2=CC=C(C=C12)C=1N=C2N(C(=C(C(N2N1)=O)N1CCN(CC1)C(=O)C1=NC=NC(=C1O)C)CC)CC(=O)N)C [2-(3,3-dimethyl-1,3-dihydro-5-isobenzofuranyl)-6-ethyl-5-{4-[(5-hydroxy-6-methyl-4-pyrimidinyl)carbonyl]-1-piperazinyl}-4-oxo-1,3,3a,7-tetraaza-7-indenyl]acetamide